4-[3-(5-methyl-6-oxo-5,7-dihydropyrrolo[2,3-d]pyrimidin-4-yl)phenyl]piperazine-1-carboxylate CC1C(NC=2N=CN=C(C21)C=2C=C(C=CC2)N2CCN(CC2)C(=O)[O-])=O